NC1C2=CC=CC=C2CC12CCN(CC2)[C@]2(C=C(N=C(N2)C)C(=C)C2=NNCC2)C (S)-6-(1-amino-1,3-dihydrospiro[indene-2,4'-piperidine]-1'-yl)-3-(1-(2,6-dimethylpyrimidin-4-yl)vinyl)-1,5-dihydro-4H-pyrazole